8-Oxa-2-aza-spiro[4.5]decane-2-carboxylic acid (4-methoxy-7-{1-[(R)-1-(tetrahydropyran-3-yl)methyl]-1H-pyrazol-4-yl}-thiazolo[4,5-c]pyridin-2-yl)-amide COC1=NC=C(C2=C1N=C(S2)NC(=O)N2CC1(CC2)CCOCC1)C=1C=NN(C1)C[C@@H]1COCCC1